5-(aminosulfonylethyl)furan-2-formic acid NS(=O)(=O)CCC1=CC=C(O1)C(=O)O